O=C1NC(CCC1N1C(N(C2=C1C=CC(=C2)C2CCN(CC2)C(=O)OC2=CC=C(C=C2)[N+](=O)[O-])C)=O)=O (4-nitrophenyl) 4-[1-(2,6-dioxo-3-piperidyl)-3-methyl-2-oxo-benzimidazol-5-yl]piperidine-1-carboxylate